carbon aluminum zirconium carbon [C].[Zr].[Al].[C]